2-[[3-methyl-5-(6-methyl-3-pyridyl)triazol-4-yl]methyl]-5-[rac-(2S,6S)-2,6-dimethylmorpholin-4-yl]pyridazin-3-one CN1N=NC(=C1CN1N=CC(=CC1=O)N1C[C@@H](O[C@H](C1)C)C)C=1C=NC(=CC1)C |r|